C(C)(=O)N1[C@H](CN(CC1)C(=O)OC(C)(C)C)CO tert-butyl (R)-4-acetyl-3-(hydroxymethyl)piperazine-1-carboxylate